4-(3-(1-Aminobutan-2-ylidene)azetidin-1-yl)-2-((5-bromopyridin-2-yl)sulfanyl)-6-fluoro-N-methyl-9H-pyrimido[4,5-b]indol-8-amine NCC(CC)=C1CN(C1)C1=NC(=NC=2NC3=C(C=C(C=C3C21)F)NC)SC2=NC=C(C=C2)Br